N1(N=CC=C1)C=1C=CC(=C2C=NN(C12)COCC[Si](C)(C)C)C1=CN=C(N=N1)NC1C[C@H]2CCC[C@@H](C1)N2C(=O)OC(C)(C)C tert-butyl (1R,5S)-3-[[6-[7-pyrazol-1-yl-1-(2-trimethylsilylethoxymethyl)indazol-4-yl]-1,2,4-triazin-3-yl]amino]-9-azabicyclo[3.3.1]nonane-9-carboxylate